FC1=CC(=CC2=CN(N=C12)C)C1=CC=2C(=NN(C2)CC2OCC(CO2)N2C(C3=CC=CC=C3C2=O)=O)S1 2-(2-{[5-(7-fluoro-2-methylindazol-5-yl)thieno[2,3-c]pyrazol-2-yl]methyl}-1,3-dioxan-5-yl)isoindole-1,3-dione